Methyl 3-isopropyl-1-(3-phenylpropyl)-1H-pyrazole-4-carboxylate C(C)(C)C1=NN(C=C1C(=O)OC)CCCC1=CC=CC=C1